[Si](C)(C)(C(C)(C)C)C=1C(N(C(N(N1)CC1=CC=C(C=C1)C(F)(F)F)=O)CC1=CC=C(C=C1)C(F)(F)F)=O 6-(tert-butyldimethylsilyl)-2,4-bis(4-(trifluoromethyl)benzyl)-1,2,4-triazine-3,5(2h,4h)-dione